ClC=1C(=C(NC=2C3=C(N=CN2)C=CC(=N3)N3[C@@H]2CN([C@H](C3)C2)C(C=C)=O)C=CC1OC1CC1)F 1-[(1S,4S)-5-[4-[3-Chloro-4-(cyclopropoxy)-2-fluoro-anilino]pyrido[3,2-d]pyrimidin-6-yl]-2,5-diazabicyclo[2.2.1]heptan-2-yl]prop-2-en-1-one